Methyl 3,5-difluoropicolinate FC=1C(=NC=C(C1)F)C(=O)OC